(7-(5,6-dimethyl-1-(tetrahydro-2H-pyran-2-yl)-1H-indazol-4-yl)-8-fluoro-2-((hexahydro-1H-pyrrolizin-7a-yl)methoxy)pyrido[4,3-d]pyrimidin-4-yl)-3-azabicyclo[3.2.1]octan-6-ol CC=1C(=C2C=NN(C2=CC1C)C1OCCCC1)C1=C(C=2N=C(N=C(C2C=N1)C12CNCC(C(C1)O)C2)OCC21CCCN1CCC2)F